Tert-butyl 4-(4-(4-(benzoylaminomethyl)-3-fluorophenyl)-7-((2-(trimethylsilyl) ethoxy) methyl)-7H-pyrrolo[2,3-d]pyrimidin-5-yl)-3,6-dihydropyridine-1(2H)-carboxylate C(C1=CC=CC=C1)(=O)NCC1=C(C=C(C=C1)C=1C2=C(N=CN1)N(C=C2C=2CCN(CC2)C(=O)OC(C)(C)C)COCC[Si](C)(C)C)F